C[C@H]1[C@@H]([C@H]([C@H]([C@@H](O1)OC2=C(OC3=CC(=CC(=C3C2=O)O)O)C4=CC(=C(C(=C4)O)[O-])O)O[C@H]5[C@@H]([C@H]([C@@H]([C@H](O5)COC(=O)C)O)O)O)O)O The molecule is a flavonoid oxoanion resulting from the deprotonation of the hydroxy group at positio 7 of the flavonoid moiety of myricetin 3-O-[(6-O-acetyl-beta-D-glucosyl)-(1->2)-alpha-L-rhamnoside]. Identified in PMID: 23549747 Fig. S21 peak 4. It derives from a myricetin 3-O-[beta-D-glucosyl-(1->2)-alpha-L-rhamnoside](1-). It is a conjugate base of a myricetin 3-O-[(6-O-acetyl-beta-D-glucosyl)-(1->2)-alpha-L-rhamnoside].